(6aR,9R)-N,N-diethyl-7-(pyridin-4-ylmethyl)-4,6,6a,7,8,9-hexahydroindolo[4,3-fg]quinoline-9-carboxamide C(C)N(C(=O)[C@H]1CN([C@@H]2CC=3C4=C(C2=C1)C=CC=C4NC3)CC3=CC=NC=C3)CC